(5s,7r,8r,9s,10r)-8-hydroxy-7-(hydroxymethyl)-9-(4-(3,4,5-trifluorophenyl)-1H-1,2,3-triazol-1-yl)-1,6-dioxaspiro[4.5]dec-10-yl 4-fluorobenzoate FC1=CC=C(C(=O)O[C@@H]2[C@H]([C@H]([C@H](O[C@@]23CCCO3)CO)O)N3N=NC(=C3)C3=CC(=C(C(=C3)F)F)F)C=C1